pentaerythritol tetrakis(3-mercapto propionate) SCCC(=O)OCC(COC(CCS)=O)(COC(CCS)=O)COC(CCS)=O